2-(4-amino-6-(furan-2-yl)-9H-pyrimido[4,5-b]indol-9-yl)acetic acid NC1=NC=NC=2N(C3=CC=C(C=C3C21)C=2OC=CC2)CC(=O)O